phenyl-4,5,6,7,8,9-hexahydro-2H-5,9-epiminocycloocta[c]pyrazol C1(=CC=CC=C1)N1N=C2C(=C1)CC1CCCC2N1